6-[3-(2,2-dimethylpropoxy)pyrazol-1-yl]-2-[(4S)-2,2,4-trimethylpyrrolidin-1-yl]pyridin-3-carboxamid CC(COC1=NN(C=C1)C1=CC=C(C(=N1)N1C(C[C@@H](C1)C)(C)C)C(=O)N)(C)C